OC[C@H]1O[C@@H]([C@H]([C@H]([C@@H]1O)O)O)OC1=CC=C(C=C1)[N+](=O)[O-] (2R,3S,4S,5S,6R)-2-(hydroxymethyl)-6-(4-nitrophenoxy)tetrahydro-2H-pyran-3,4,5-triol